C(#N)N=C(NCCCCCN1CCN(CC1)C(=O)C1NCCC1)NC1=CC=NC=C1 2-cyano-1-(5-(1-(2-pyrrolidinylformyl)piperazine-4-yl)pentyl)-3-(4-pyridinyl)guanidine